COC1=CC(=C(C=C1)OC)C(CNC(=O)CN)O The molecule is an aromatic ether that is 1,4-dimethoxybenzene which is substituted at position 2 by a 2-(glycylamino)-1-hydroxyethyl group. A direct-acting sympathomimetic with selective alpha-adrenergic agonist activity, it is used (generally as its hydrochloride salt) as a peripheral vasoconstrictor in the treatment of certain hypotensive states. The main active moiety is its major metabolite, deglymidodrine. It has a role as a prodrug, an alpha-adrenergic agonist, a sympathomimetic agent and a vasoconstrictor agent. It is a secondary alcohol, an amino acid amide and an aromatic ether. It derives from a glycinamide and a deglymidodrine. It is a conjugate base of a midodrine(1+).